C(C(=C)C)(=O)OC(CCC)(C)C 1,1-dimethyl-butyl methacrylate